2-(4-vinyl-benzyloxy)ethanol methacrylate C(C(=C)C)(=O)OCCOCC1=CC=C(C=C1)C=C